C(C1=CC=CC=C1)C(CPCC)CC1=CC=CC=C1 dibenzyl-diethylphosphine